C(C1=CC=CC=C1)C1=C(O[C@@H]2CN(CC2)CC(=O)N2[C@@H](CCC2)C#N)C=CC=C1 (S)-1-(2-((S)-3-(2-Benzylphenoxy)pyrrolidin-1-yl)acetyl)pyrrolidin-2-carbonitril